3-[7-[2,4-difluoro-6-(2-methoxyethoxy)phenyl]-4-(1-methylindazol-5-yl)thieno[3,2-c]pyridin-6-yl]bicyclo[1.1.1]pentane-1-carbaldehyde FC1=C(C(=CC(=C1)F)OCCOC)C=1C2=C(C(=NC1C13CC(C1)(C3)C=O)C=3C=C1C=NN(C1=CC3)C)C=CS2